C1(=CC=CC=C1)S(=O)(=O)[O-].C(C)(C)(C)C1=CC=C(C=C1)[I+]C1=CC=C(C=C1)C(C)(C)C bis(4-t-butylphenyl)iodonium benzenesulfonate